2-fluoro-3-(hydroxymethyl)benzonitrile FC1=C(C#N)C=CC=C1CO